tertbutyl-formamidine hydrochloride Cl.C(C)(C)(C)C(=N)N